O1[C@H](CCC1)CO (2R)-tetrahydrofuran-2-ylcarbinol